(1R,2R)-2-(5-{[trans-4-(trifluoromethyl)cyclohexyl]methoxy}-3,4'-bipyridin-2'-yl)cyclopropanecarboxylic acid FC([C@@H]1CC[C@H](CC1)COC=1C=C(C=NC1)C1=CC(=NC=C1)[C@H]1[C@@H](C1)C(=O)O)(F)F